BrC1=CC=C(C2=CNN=C12)Cl 7-bromo-4-chloro-2H-indazole